(1S,2S,5R)-3-(5-bromo-7-chloro-2-(ethylsulfanyl)-8-fluoropyrido[4,3-d]pyrimidin-4-yl)-2-((S)-but-3-en-2-yl)-3,8-diazabicyclo[3.2.1]octane-8-carboxylic acid tert-butyl ester C(C)(C)(C)OC(=O)N1[C@@H]2[C@@H](N(C[C@H]1CC2)C=2C1=C(N=C(N2)SCC)C(=C(N=C1Br)Cl)F)[C@@H](C)C=C